6'-(3-{2-[3-(pyridin-3-yl)phenyl]acetamido}propoxy)-2',3'-dihydrospiro[cyclohexane-1,1'-indene]-4-carboxylic acid N1=CC(=CC=C1)C=1C=C(C=CC1)CC(=O)NCCCOC1=CC=C2CCC3(C2=C1)CCC(CC3)C(=O)O